4-(2,4-difluorophenyl)-6,7-dimethyl-2-((2S,4S)-2-(2-methyl-4-pyridinyl)tetrahydro-2H-pyran-4-yl)pteridine FC1=C(C=CC(=C1)F)C1=NC(=NC2=NC(=C(N=C12)C)C)[C@@H]1C[C@H](OCC1)C1=CC(=NC=C1)C